4-((6-(2-(Difluoromethyl)pyridin-4-yl)-1-(tetrahydro-2H-pyran-4-yl)-1H-indazol-5-yl)amino)-2-(2,6-dioxopiperidin-3-yl)isoindoline-1,3-dione FC(C1=NC=CC(=C1)C1=C(C=C2C=NN(C2=C1)C1CCOCC1)NC1=C2C(N(C(C2=CC=C1)=O)C1C(NC(CC1)=O)=O)=O)F